tert-pentyl Alcohol C(C)(C)(CC)O